6-(isopropylamino)-4-methylpyridine C(C)(C)NC1=CC(=CC=N1)C